COC1=CC=C(CN(C#N)CC#C)C=C1 N-(4-methoxybenzyl)-N-(prop-2-yn-1-yl)cyanamide